BrC1=NC=CC(=C1F)NCC(F)F 2-bromo-N-(2,2-difluoroethyl)-3-fluoro-pyridin-4-amine